N-{1-[5-(4-Chlorophenoxy)-1,3-dimethyl-1H-pyrazol-4-ylmethyl]-2,3-dihydro-1H-indol-5-yl}-2-(4-fluorophenyl)-acetamide ClC1=CC=C(OC2=C(C(=NN2C)C)CN2CCC3=CC(=CC=C23)NC(CC2=CC=C(C=C2)F)=O)C=C1